C1(=CC=CC=C1)NCCC1=CNC2=CC=CC=C12 N-phenyl-tryptamine